S(N)(OC[C@@H]1[C@H](C[C@@H](C1)NC1=NC=NC=C1C(=O)C=1SC(=C(C1)[C@@H]1NCCC2=CC=C(C=C12)Cl)C)O)(=O)=O [(1R,2S,4R)-4-{[5-({4-[(1R)-7-chloro-1,2,3,4-tetrahydroisoquinolin-1-yl]-5-methyl-2-thienyl}carbonyl)pyrimidin-4-yl]amino}-2-hydroxycyclopentyl]methyl sulfamate